FC=1C(=CC=C2C(=NC(=NC12)OC[C@]12CCCN2C[C@@H](C1)F)N1C[C@@H](NCC1)CC#N)C1=C2C=NNC2=CC=C1C 2-((2S)-4-(8-fluoro-2-(((2R,7aS)-2-fluorotetrahydro-1H-pyrrolizin-7a(5H)-yl)methoxy)-7-(5-methyl-1H-indazol-4-yl)quinazolin-4-yl)piperazin-2-yl)acetonitrile